4-hydroxypyrrolidine-1,2-dicarboxamide OC1CC(N(C1)C(=O)N)C(=O)N